OCCCCC/C=C/CCCCCCCCC(=O)OC(CO)CO 1,3-dihydroxypropan-2-yl (E)-16-hydroxyhexadec-10-enoate